COC(C=1C(C(=O)OC)=CC(=CC1)[C@H]1[C@H](CN(CC1)C(=O)OC(C)(C)C)F)=O.NC1=C(C=C(C=C1)C1=CC=C(C=C1)F)NC(C1=CC=C(C=C1)S(=O)(=O)C1CC1)=O rac-N-[2-amino-5-(4-fluorophenyl)phenyl]-4-(cyclopropylsulfonyl)benzamide dimethyl-4-((3R,4S)-1-(tert-butoxycarbonyl)-3-fluoropiperidin-4-yl)phthalate